BrC1=C2C(=NC=C1)NC(=N2)C=2C=NN(C2C)C2CCOCC2 7-Bromo-2-[5-methyl-1-(tetrahydro-pyran-4-yl)-1H-pyrazol-4-yl]-3H-imidazo[4,5-b]pyridine